FC1(C(C1)OCCO)F 2-(2,2-difluorocyclopropyloxy)ethane-1-ol